fluoro-2-(methylthio)-6-((tetrahydro-2H-pyran-2-yl)oxy)-4-(tetrahydrofuran-3-yl)-4,5,6,7-tetrahydro-[1,5]oxazocino[4,3,2-de]quinazoline FC1N(C2=NC(=NC=3C=CC=C(C23)OCC1OC1OCCCC1)SC)C1COCC1